C(C(C)C)(=O)N1CCNCC1 1-isobutyrylpiperazine